1,2-Diarachidonoyl-sn-glycerol C(CCC\C=C/C\C=C/C\C=C/C\C=C/CCCCC)(=O)OC[C@@H](OC(CCC\C=C/C\C=C/C\C=C/C\C=C/CCCCC)=O)CO